C(C1=CC=CC=C1)N1C(N(C(C=2N(C(=NC12)SC)C)=O)C)=O 3-benzyl-1,7-dimethyl-8-(methylthio)-1H-purine-2,6(3H,7H)-dione